BrC=1C=NN(C1C)C=1C=C(C=CC1)NC(C=C)=O N-(3-(4-bromo-5-methyl-1H-pyrazol-1-yl)phenyl)acrylamide